2-[5-[chloro(difluoro)methyl]-2-(6-chloro-5-fluoro-3-pyridyl)pyrazol-3-yl]acetohydrazide ClC(C=1C=C(N(N1)C=1C=NC(=C(C1)F)Cl)CC(=O)NN)(F)F